C1(CCCCC1)N1N=C(C=C1C(=O)N)C1CCCCC1 1,3-dicyclohexyl-1H-pyrazole-5-carboxamide